CC1=C(C(=O)N)C=CC=C1CO[Si](C(C)C)(C(C)C)C(C)C methyl-3-(((triisopropylsilyl)oxy)methyl)benzamide